CN(CC[C@H](CSC1=CC=CC=C1)NC1=C(C=C(C=C1)S(=O)(=O)N)[N+](=O)[O-])C (R)-4-((4-(dimethylamino)-1-(phenylthio)butan-2-yl)amino)-3-nitrobenzenesulfonamide